4-chloro-7-{[4-(2-methoxyphenyl)pyrimidin-2-yl]amino}-1-methylquinolin ClC1=CCN(C2=CC(=CC=C12)NC1=NC=CC(=N1)C1=C(C=CC=C1)OC)C